tert-butyl N-{[5-(2-fluorophenyl)-1-[3-(sulfamoylamino) benzenesulfonyl]-1H-pyrrol-3-yl] methyl}-N-methylcarbamate FC1=C(C=CC=C1)C1=CC(=CN1S(=O)(=O)C1=CC(=CC=C1)NS(N)(=O)=O)CN(C(OC(C)(C)C)=O)C